C(C)(C)(C)OC(=O)N(CCCN1CCN(CC1)C(=O)OCC1=CC=CC=C1)C benzyl 4-[3-[tert-butoxycarbonyl(methyl)amino]propyl]piperazine-1-carboxylate